2-(3-chlorobenzyl)cyclopentyl ((S)-3-cyclohexyl-1-(((S)-1-hydroxy-3-((S)-2-oxopyrrolidin-3-yl)propan-2-yl)amino)-1-oxopropan-2-yl)carbamate C1(CCCCC1)C[C@@H](C(=O)N[C@H](CO)C[C@H]1C(NCC1)=O)NC(OC1C(CCC1)CC1=CC(=CC=C1)Cl)=O